ClC1=CC(=C(COC2=CC=CC(=N2)C2=CC(=C(CC3=NC4=C(N3CCOC)C=C(C=C4)C(=O)O)C(=C2)F)F)C=C1)F 2-(4-(6-(4-chloro-2-fluorobenzyloxy)pyridin-2-yl)-2,6-difluorobenzyl)-1-(2-methoxyethyl)-1H-benzo[d]imidazole-6-carboxylic acid